ClC1=CC(=C(C=C1OC)NC(CSC=1NC=C(N1)C(=O)OCC)=O)OC ethyl 2-((2-((4-chloro-2,5-dimethoxyphenyl)amino)-2-oxoethyl)thio)-1H-imidazole-4-carboxylate